O=C1C=C(N=C2N1C=CC=C2)C(=O)NCC=2N=C1N(C=C(C=C1)CNCC1CC(C1)F)C2 4-oxo-N-((6-[([[(1r,3r)-3-fluorocyclobutyl]methyl]amino)methyl]imidazo[1,2-a]pyridin-2-yl)methyl)-4H-pyrido[1,2-a]pyrimidine-2-carboxamide